3-(hydroxy(4-isobutoxyphenyl)methyl)-5,7-dimethylisobenzofuran-1(3H)-one OC(C1OC(C2=C(C=C(C=C12)C)C)=O)C1=CC=C(C=C1)OCC(C)C